CC=1C=C(C=NC1C1=CC=CC=C1)N 5-methyl-6-phenylpyridin-3-amine